ClC1=CC=C(C=C1)C(\C=C\C1=CC=C(C=C1)N1CCN(CC1)CCO)=O (E)-1-(4-Chlorophenyl)-3-[4-[4-(2-hydroxyethyl)piperazin-1-yl]phenyl]prop-2-en-1-one